2-(2,3-dihydro-1H-inden-2-yl)-N-((1R,2R)-1-hydroxy-1-(6-methoxypyridin-3-yl)-3-(pyrrolidin-1-yl)propan-2-yl)acetamide C1C(CC2=CC=CC=C12)CC(=O)N[C@@H]([C@@H](C=1C=NC(=CC1)OC)O)CN1CCCC1